(3S,4S)-4-(4-bromophenyl)-3-fluoro-piperidine-1-carboxylic acid tert-butyl ester C(C)(C)(C)OC(=O)N1C[C@H]([C@@H](CC1)C1=CC=C(C=C1)Br)F